(2s,5s)-1-acetyl-5-(p-nitrobenzenesulfonyloxy)-piperidine-2-carboxylic acid methyl ester COC(=O)[C@H]1N(C[C@H](CC1)OS(=O)(=O)C1=CC=C(C=C1)[N+](=O)[O-])C(C)=O